IC(C(=O)[O-])C iodopropionate